(R)-8-(8-fluoro-6-methyl-2,6-diazaspiro[3.4]octan-2-yl)-6-methyl-N-(1-(methylsulfonyl)piperidin-4-yl)pyrido[3,4-d]pyrimidin-2-amine F[C@H]1CN(CC12CN(C2)C2=NC(=CC1=C2N=C(N=C1)NC1CCN(CC1)S(=O)(=O)C)C)C